C(C)OC(C1=C(C(=CC=C1N1N=NC(=C1)C=O)OC)F)=O 2-fluoro-6-(4-formyl-1H-1,2,3-triazol-1-yl)-3-methoxybenzoic acid ethyl ester